O=C1N(CCC(N1)=O)C1=NOC2=C1C=CC(=C2)C2CCN(CC2)CC(=O)O 2-[4-[3-(2,4-dioxohexahydropyrimidin-1-yl)-1,2-benzoxazol-6-yl]-1-piperidyl]acetic acid